C(C)(C)(C)OC(=O)N1[C@@H](CN(C[C@@H]1C)C1=C2N=CC=NC2=CC(=C1)F)C.N1=CN=C2N=CCC2=C1 7-deazapurine cis-tert-butyl-(2R,6S)-4-(7-fluoroquinoxalin-5-yl)-2,6-dimethylpiperazine-1-carboxylate